FC(S(=O)(=O)OC1=CC2=C(N=C(N=C2)NC)N=C1C)(F)F 7-methyl-2-(methylamino)pyrido[2,3-d]pyrimidin-6-yl trifluoromethanesulfonate